CN(C(OC(C)(C)C)=O)C(C)(C1=CC(=CC=C1)N1N=C(C=C1)[N+](=O)[O-])C tert-butyl N-methyl-N-[1-methyl-1-[3-(3-nitropyrazol-1-yl)phenyl]ethyl]carbamate